1-(5-(1-methyl-1H-pyrazol-5-yl)-3-(1-(tetrahydro-2H-pyran-2-yl)-1H-pyrazole-5-yl)-1-(2,2,2-trifluoroethyl)-1H-pyrazolo[4,3-b]pyridin-7-yl)piperidin-4-ol CN1N=CC=C1C1=CC(=C2C(=N1)C(=NN2CC(F)(F)F)C2=CC=NN2C2OCCCC2)N2CCC(CC2)O